4-[3-methyl-4-[1-oxo-6-(trifluoromethoxy)-3,4-dihydroisoquinolin-2-yl]pyrazol-1-yl]benzaldehyde CC1=NN(C=C1N1C(C2=CC=C(C=C2CC1)OC(F)(F)F)=O)C1=CC=C(C=O)C=C1